N-(3,4-dichlorophenyl)-N-((5-(hydrazinecarbonyl)pyridin-2-yl)methyl)ethanesulfonamide ClC=1C=C(C=CC1Cl)N(S(=O)(=O)CC)CC1=NC=C(C=C1)C(=O)NN